4-(3-(pyridin-2-yl)-1H-pyrazol-4-yl)quinolone N1=C(C=CC=C1)C1=NNC=C1C1=CC(NC2=CC=CC=C12)=O